rac-tert-butyl (1S,5R,6R)-6-(3-methyl-6-(1-methylpyrazol-4-yl)pyrazolo[1,5-a]pyrazin-4-yl)oxy-3-azabicyclo[3.2.0]heptane-3-carboxylate CC=1C=NN2C1C(=NC(=C2)C=2C=NN(C2)C)O[C@H]2[C@H]1CN(C[C@H]1C2)C(=O)OC(C)(C)C |r|